COC(=O)[C@@H]1CCC2CC(CCN12)C#N.NCCN 1,2-diaminoethane Methyl-(3S)-7-cyanooctahydroindolizine-3-carboxylate